1-methyl-4-morpholino-6-(tributylstannyl)-1H-imidazo[4,5-c]pyridin-2-ol CN1C(=NC=2C(=NC(=CC21)[Sn](CCCC)(CCCC)CCCC)N2CCOCC2)O